1-(6-ethoxy-4-methyl-3-pyridyl)-2-oxo-6-(trifluoromethyl)pyridine-3-carboxylic acid C(C)OC1=CC(=C(C=N1)N1C(C(=CC=C1C(F)(F)F)C(=O)O)=O)C